2-[5-(bromomethyl)-3-ethoxy-4-iodo-pyrazol-1-yl]ethoxy-tert-butyl-dimethyl-silane BrCC1=C(C(=NN1CCO[Si](C)(C)C(C)(C)C)OCC)I